BrC1=CC=C2C=NC(=NN21)N[C@H]2[C@@H](COCC2)O (3S,4R)-4-({7-bromopyrrolo[2,1-f][1,2,4]triazin-2-yl}amino)oxan-3-ol